C(C)(C)(C)OC(=O)N(C(C)C=1C(=NC=CN1)C(=O)O)CC1CC1 3-(1-((tert-butoxycarbonyl)(cyclopropylmethyl)amino)ethyl)pyrazine-2-carboxylic acid